COC1=CC=C(C=C1)S(=O)(=O)NC1=CC=C(C2=CC=CC=C12)C1=CC=CC=C1 4-methoxy-N-(4-phenylnaphthalen-1-yl)benzenesulfonamide